ClC1=CC(=C2C[C@@H]([C@H](C2=C1)OC1=CC=CC=C1)N1CCNCC1)C#N 4-[[(1S,2S)-6-Chloro-4-cyano-2-(piperazin-1-yl)-2,3-dihydro-1H-inden-1-yl]oxy]benzene